N,N-dimethyl-3-[2-(morpholin-4-yl)-8-(1H-pyrazol-5-yl)-1,7-naphthyridin-4-yl]aniline CN(C1=CC(=CC=C1)C1=CC(=NC2=C(N=CC=C12)C1=CC=NN1)N1CCOCC1)C